tert-butyl N-[(3R)-5-[(4-chlorophenyl)methyl]-7-[5-(2,2-dimethylmorpholin-4-yl)-1,3,4-oxadiazol-2-yl]-1,1,4-trioxo-2,3-dihydro-1λ6,5-benzothiazepin-3-yl]carbamate ClC1=CC=C(C=C1)CN1C([C@H](CS(C2=C1C=C(C=C2)C=2OC(=NN2)N2CC(OCC2)(C)C)(=O)=O)NC(OC(C)(C)C)=O)=O